NCC1=NNC(C2=CC=C(C=C12)C=1C=NN(C1C1=CC=C2CCCOC2=C1C#N)C)=O 7-(4-(4-(aminomethyl)-1-oxo-1,2-dihydrophthalazin-6-yl)-1-methyl-1H-pyrazol-5-yl)chromane-8-carbonitrile